4-Amino-7-phenoxy-cinnoline-3-carboxamide NC1=C(N=NC2=CC(=CC=C12)OC1=CC=CC=C1)C(=O)N